BrC1=C(C=C2C(=C(C(=NC2=C1Cl)N1CC(C1)(C)N(C)C)[N+](=O)[O-])N[C@@H]1C[C@H](N(CC1)C(=O)OC(C)(C)C)CC#N)Cl tert-butyl (2S,4S)-4-((7-bromo-6,8-dichloro-2-(3-(dimethylamino)-3-methylazetidin-1-yl)-3-nitroquinolin-4-yl)amino)-2-(cyanomethyl)piperidine-1-carboxylate